tert-butyl 4-(4-(2-chloro-9-cyano-5-ethyl-6-oxo-5,6-dihydro-7H-benzo[d]pyrido[3,2-f][1,3]diazepin-7-yl)-3,5-difluorophenyl)piperazine-1-carboxylate ClC1=CC=2C3=C(N(C(N(C2N=C1)CC)=O)C1=C(C=C(C=C1F)N1CCN(CC1)C(=O)OC(C)(C)C)F)C=C(C=C3)C#N